BrC=1C(=C(C=CC1)NC(=O)C=1N(C2=C(CN(CC2)C(=O)OC(C)(C)C)N1)C)C tert-butyl 2-((3-bromo-2-methylphenyl) carbamoyl)-1-methyl-1,4,6,7-tetrahydro-5H-imidazo[4,5-c]pyridine-5-carboxylate